Cl.Cl.CC=1C=CC=CC1 5-methylbenzene dihydrochloride